racemic-6,7-difluoro-4-[1-(methylamino)ethyl]-2H-phthalazin-1-one FC=1C=C2C(=NNC(C2=CC1F)=O)[C@@H](C)NC |r|